FC(C(=O)OC)(C(F)(F)F)OC(C(C(F)(F)F)(F)F)(F)F Methyl perfluoro(2-propoxypropanoate)